tert-Butyl 4-hydroxy-4-(4-(hydroxymethyl)thiazol-5-yl)piperidine-1-carboxylate OC1(CCN(CC1)C(=O)OC(C)(C)C)C1=C(N=CS1)CO